(1-{4-[4-(2-chloro-phenyl)-piperazin-1-yl]-butyl}-1H-indol-3-yl)-butyric acid ClC1=C(C=CC=C1)N1CCN(CC1)CCCCN1C=C(C2=CC=CC=C12)C(C(=O)O)CC